COC1=C(C=CC=C1C=1N=NN(N1)C)NC1=C2C(=NC(=C1)NC1=CC(=NC=N1)C#N)NN(C2=O)C 6-((4-((2-methoxy-3-(2-methyl-2H-tetrazol-5-yl)phenyl)amino)-2-methyl-3-oxo-2,3-dihydro-1H-pyrazolo[3,4-b]pyridin-6-yl)amino)pyrimidine-4-carbonitrile